4-isopropyl-6-methylpyrimidin-5-amine C(C)(C)C1=NC=NC(=C1N)C